2-amino-4-iodo-phenol NC1=C(C=CC(=C1)I)O